FC1=C(CNC(=O)N2CCC(CC2)N2CCN(CC2)C(=O)OC(C)(C)C)C=CC(=C1)NC(=O)C1C(C1([2H])[2H])C=1C=NC=CC1 tert-Butyl 4-(1-((2-fluoro-4-(2-(pyridin-3-yl)cyclopropane-1-carboxamido-3,3-d2)benzyl)carbamoyl)piperidin-4-yl)piperazine-1-carboxylate